NCCNC(=O)C1CCN(CC1)C(C1=C(C=C(C=C1)NC(=O)C=1N(C(=CN1)C1=C(C(=C(C=C1)OC)F)F)C)CC)=O N-(2-aminoethyl)-1-[4-[[5-(2,3-difluoro-4-methoxy-phenyl)-1-methyl-imidazole-2-carbonyl]amino]-2-ethyl-benzoyl]piperidine-4-carboxamide